tert-butyl N-[3-[[trans-2-cyanocyclopropanecarbonyl]amino]-6-(1-methylpyrazol-4-yl)cinnolin-8-yl]carbamate C(#N)[C@H]1[C@@H](C1)C(=O)NC=1N=NC2=C(C=C(C=C2C1)C=1C=NN(C1)C)NC(OC(C)(C)C)=O